2-methyl-1,3-dipropyl-4,5,6,7-tetrahydrobenzimidazolium CC=1N(C2=C([N+]1CCC)CCCC2)CCC